5-((1R,5S,6r)-6-((3,5-difluorophenoxy)methyl)-3-azabicyclo[3.1.0]hexane-3-yl)-2-(5-fluoropyridin-2-yl)-1-methyl-1H-imidazo[4,5-b]pyrazine FC=1C=C(OCC2[C@H]3CN(C[C@@H]23)C=2N=C3C(=NC2)N(C(=N3)C3=NC=C(C=C3)F)C)C=C(C1)F